rac-N-[2-fluoro-4-(2-methylsulfanyl-7-oxo-8-sec-butyl-pyrido[2,3-d]pyrimidin-6-yl)phenyl]-1-(2-fluorophenyl)methanesulfonamide FC1=C(C=CC(=C1)C1=CC2=C(N=C(N=C2)SC)N(C1=O)[C@H](C)CC)NS(=O)(=O)CC1=C(C=CC=C1)F |r|